7-fluoro-2-[[(2R,4S)-4-[[6-oxo-5-(trifluoromethyl)-1H-pyridazin-4-yl]amino]tetrahydropyran-2-yl]methyl]-6-([1,2,4]triazolo[1,5-a]pyridin-2-yl)isoquinolin-1-one FC1=C(C=C2C=CN(C(C2=C1)=O)C[C@@H]1OCC[C@@H](C1)NC=1C=NNC(C1C(F)(F)F)=O)C1=NN2C(C=CC=C2)=N1